N1=C(N=CC=C1)C1(C2CCN(CC12)C1=NC=2C(=NC=C(N2)SC=2C(=NC=CC2)C(F)(F)F)N1)CN (7-(Pyrimidin-2-yl)-3-(5-((2-(trifluoromethyl)pyridin-3-yl)thio)-1H-imidazo[4,5-b]pyrazin-2-yl)-3-azabicyclo[4.1.0]heptan-7-yl)methanamine